5-HydroxyIndol-3-Acetic Acid OC=1C=C2C(=CNC2=CC1)CC(=O)O